C(#N)C=1C=CC(=C2C=CC=NC12)[C@@H]1CN(C[C@H](C1)C)CC(=O)NCC1CCN(CC1)C trans-2-[3-(8-cyano-quinolin-5-yl)-5-methyl-piperidin-1-yl]-N-(1-methyl-piperidin-4-ylmethyl)-acetamide